OCCCNC(O[C@@H]1CC[C@H](CC1)C(N(C[C@@H]1CC[C@H](CC1)C1=CC(=C(C=C1)OC)C)C1=CC(=CC=C1)C=1C=NN(C1)C1CC1)=O)=O trans-4-((3-(1-Cyclopropyl-1H-pyrazol-4-yl)phenyl)((trans-4-(4-methoxy-3-methylphenyl)cyclohexyl)methyl)carbamoyl)cyclohexyl (3-hydroxypropyl)-carbamate